1-(4-(4-hydroxybut-2-yn-1-yl)piperazin-1-yl)-2-methylpropan-1-one OCC#CCN1CCN(CC1)C(C(C)C)=O